3-methoxycyclopentyl-4-(4-acetamidobenzyl)phenylcarbamate COC1CC(CC1)N(C([O-])=O)C1=CC=C(C=C1)CC1=CC=C(C=C1)NC(C)=O